8-(5-bromo-1-((2-(trimethylsilyl)ethoxy)methyl)-1H-pyrazolo[3,4-b]pyridin-4-yl)-2,8-diazaspiro[4.5]decan-1-one BrC=1C(=C2C(=NC1)N(N=C2)COCC[Si](C)(C)C)N2CCC1(CCNC1=O)CC2